4-Amino-8-bromo-N-(3,3-difluoroallyl)isoquinoline-3-carboxamide NC1=C(N=CC2=C(C=CC=C12)Br)C(=O)NCC=C(F)F